ClC=1C=C(C=CC1)/C=C/C(=O)NCC(=O)N1CCC(CC1)CNS(=O)(=O)C (E)-3-(3-chlorophenyl)-N-(2-(4-(methylsulfonamidomethyl)piperidin-1-yl)-2-oxoethyl)acrylamide